N,N'-di-[3-(o-toluenesulfonyloxy)phenyl]urea CC=1C(=CC=CC1)S(=O)(=O)OC=1C=C(C=CC1)NC(=O)NC1=CC(=CC=C1)OS(=O)(=O)C=1C(C)=CC=CC1